C1(CC1)[C@@H](N)C1=NC=C(C=C1)C(F)(F)F (R)-cyclopropyl(5-(trifluoromethyl)pyridin-2-yl)methanamine